(S)-2-(4-oxo-1,4-dihydro-5H-pyrazolo[3,4-d]pyrimidin-5-yl)-2-phenylacetic acid O=C1C2=C(N=CN1[C@H](C(=O)O)C1=CC=CC=C1)NN=C2